1-(5-((7-chloroquinazolin-4-yl)amino)pyridin-2-yl)-3-methyl-1H-imidazol-3-ium iodide phosphoric acid salt P(O)(O)(O)=O.[I-].ClC1=CC=C2C(=NC=NC2=C1)NC=1C=CC(=NC1)N1C=[N+](C=C1)C